CC1([C@@H]2CCC=3C4=CC[C@H]([C@@H](CCC=C(C)C)C)[C@]4(CCC3[C@]2(CC[C@@H]1O)C)C)C 4,4-dimethyl-5α-cholesta-8,14,24-trien-3β-ol